1-(4-(3-chlorobenzyl)-3,4-dihydroquinoxalin-1(2H)-yl)-2-(piperidin-1-yl)propan-1-one ClC=1C=C(CN2CCN(C3=CC=CC=C23)C(C(C)N2CCCCC2)=O)C=CC1